(R)-29-((tert-butoxycarbonyl)amino)-26-oxo-2,5,8,11,14,17,20,23-octaoxa-27-azahentriacontan-31-oic acid C(C)(C)(C)OC(=O)N[C@@H](CNC(CCOCCOCCOCCOCCOCCOCCOCCOC)=O)CC(=O)O